4-{[(tert-butoxy)carbonyl]amino}butanoic acid C(C)(C)(C)OC(=O)NCCCC(=O)O